FC1=C(C=C(C(=C1)OC)[N+](=O)[O-])I 1-fluoro-2-iodo-5-methoxy-4-nitrobenzene